N-o-tolyl-4-(1,7-diaza-7-spiro[4.4]nonyl)-5-(3,5-difluorophenyl)nicotinamide C1(=C(C=CC=C1)NC(C1=CN=CC(=C1N1CC2(CCCN2)CC1)C1=CC(=CC(=C1)F)F)=O)C